ClC1=CC(=NC=C1)OCC(CCC)ON O-[1-(4-chloro-pyridin-2-oxymethyl)-butyl]-hydroxylamine